C(C)(C)(C)OC(=O)N1CC(C1)OC1=C(C(=CC=C1)Cl)NC(=O)N1CCC(CC1)(C)C1=NOC(=N1)C1CC1 3-(3-chloro-2-{[4-(5-cyclopropyl-1,2,4-oxadiazol-3-yl)-4-methylpiperidine-1-carbonyl]amino}phenoxy)azetidine-1-carboxylic acid tert-butyl ester